The molecule is an organic cation obtained by protonation of the four amino groups of N(4)-aminopropylspermidine. It has a role as a bacterial metabolite. It is an ammonium ion derivative and an organic cation. It is a conjugate base of a N(4)-aminopropylspermidine. C(CC[NH+](CCC[NH3+])CCC[NH3+])C[NH3+]